(3E)-11,11-diheptyloxy-3-undecen-1-ol C(CCCCCC)OC(CCCCCC/C=C/CCO)OCCCCCCC